[N+](=O)([O-])C1=CC=CC2=C1N=C(CO2)C2=CC=CC=C2 5-nitro-3-phenyl-2H-1,4-benzoxazine